CC(C)(C)[S@@](=O)N (R)-2-Methylpropane-2-sulfinamide